ClC1=C(C=CC(=C1)Cl)C(C(C(C)C)SC#N)=O 1-(2,4-dichlorophenyl)-3-methyl-2-thiocyanatobutan-1-one